ClC1=CC=C2C(=N1)N(C(C21CCOCC1)=O)COCC[Si](C)(C)C 6-Chloro-1-[2-(trimethylsilyl)ethoxymethyl]spiro[pyrrolo[2,3-b]pyridine-3,4'-tetrahydropyran]-2-one